4-[(3R)-3-methylmorpholin-4-yl]-6-[(2S)-2-(trifLuoromethyl)pyrrolidin-1-yl]-1H-pyridin-2-one C[C@H]1N(CCOC1)C1=CC(NC(=C1)N1[C@@H](CCC1)C(F)(F)F)=O